3-bromo-8-fluoroimidazo[1,2-a]pyridine BrC1=CN=C2N1C=CC=C2F